6-((1-(2,6-difluorophenyl)cyclopropyl)amino)-5-fluoronicotinic acid FC1=C(C(=CC=C1)F)C1(CC1)NC1=NC=C(C(=O)O)C=C1F